ClC1=C2C(=CNC2=C(C=C1)N1CCC(CC1)NC(C1=CC=C(C=C1)N1CCC(CC1)CN1CCC(CC1)N1C=CC2=C(C=CC=C12)N1C(NC(CC1)=O)=O)=O)C#N N-[1-(4-Chloro-3-cyano-1H-indol-7-yl)piperidin-4-yl]-4-[4-({4-[4-(2,4-dioxo-1,3-diazinan-1-yl)-1H-indol-1-yl]piperidin-1-yl}methyl)piperidin-1-yl]benzamide